n-Tetratriacontane CCCCCCCCCCCCCCCCCCCCCCCCCCCCCCCCCC